5-(benzothien-2-yl)-1,2,3,3a,4,6a-hexahydrocyclopenta[c]pyrrole hydrochloride Cl.S1C(=CC2=C1C=CC=C2)C=2CC1C(CNC1)C2